FC(C1=C(C=CC=C1S(=O)(=O)C1=C(C=CC=C1)Br)N1CCNCC1)F 1-(2-(difluoromethyl)-3-((2-bromophenyl)sulfonyl)phenyl)piperazine